tert-butyl (3S)-3-[[4-[2-(5-methoxycarbonyl-2-methyl-phenoxy)-3-pyridyl]pyrimidin-2-yl]amino]piperidine-1-carboxylate COC(=O)C=1C=CC(=C(OC2=NC=CC=C2C2=NC(=NC=C2)N[C@@H]2CN(CCC2)C(=O)OC(C)(C)C)C1)C